3-nitro-1-(2H-tetrazol-5-yl)-1H-1,2,4-triazole-5-amine [N+](=O)([O-])C1=NN(C(=N1)N)C=1N=NNN1